7-(5-fluoro-2-(((3S,4R)-3-hydroxytetrahydro-2H-pyran-4-yl)amino)pyrimidin-4-yl)-2-(((R)-3-hydroxypiperidin-1-yl)methyl)-1-isopropylquinolin-4(1H)-one FC=1C(=NC(=NC1)N[C@H]1[C@@H](COCC1)O)C1=CC=C2C(C=C(N(C2=C1)C(C)C)CN1C[C@@H](CCC1)O)=O